1-pentanesulfonic acid sodium salt [Na+].C(CCCC)S(=O)(=O)[O-]